N1=C(C=CC=C1)N1N=NC(=C1)CO (1-(pyridin-2-yl)-1H-1,2,3-triazol-4-yl)methanol